(6,6-difluoro-4-azaspiro[2.4]heptan-4-yl)(4,5,6,7-tetrahydroisoxazolo[4,5-c]pyridin-3-yl)methanone hydrochloride Cl.FC1(CN(C2(CC2)C1)C(=O)C1=NOC2=C1CNCC2)F